BrC=1C(=C(C=CC1)C1=NC=C(C(=N1)OC)C=O)Cl 2-(3-bromo-2-chlorophenyl)-4-methoxypyrimidine-5-carbaldehyde